C1(CC1)C1=NC=NC(=C1C=1N=CC2=C(N1)N(C(C=C2)=O)CC2=CC=C(C=C2)C=2N(C(=C(N2)C(F)(F)F)[2H])C)OC([2H])([2H])[2H] 2-(4-cyclopropyl-6-(methoxy-d3)pyrimidin-5-yl)-8-(4-(1-methyl-4-(trifluoromethyl)-1H-imidazol-2-yl-5-d)benzyl)pyrido[2,3-d]pyrimidin-7(8H)-one